OCCC1(CCC1)C1=C(C=C(C=C1)OC)O 2-(1-(2-Hydroxyethyl)cyclobutyl)-5-methoxyphenol